ClC=1C(=C(C=CC1)CNC([C@@H](COC)NC(CN1N=C(C2=CC=CC=C12)C(=O)N)=O)=O)F (R)-1-(2-((1-((3-chloro-2-fluorophenylmethyl)amino)-3-methoxy-1-oxoprop-2-yl)amino)-2-oxoethyl)-1H-indazole-3-carboxamide